[Na+].O1C=2C(OCC1COCCC(S(=O)(=O)[O-])CC)=CSC2 3-[(2,3-dihydrothieno[3,4-b]-[1,4]dioxin-2-yl)methoxy]-1-ethyl-1-propanesulfonic acid sodium salt